CCCCCCCC/C=C\CCCCCCCCCC(=O)OC[C@H](COP(=O)(O)OC[C@H](CO)O)OC(=O)CC/C=C\C/C=C\C/C=C\C/C=C\C/C=C\C/C=C\CC 1-(11Z-eicosenoyl)-2-(4Z,7Z,10Z,13Z,16Z,19Z-docosahexaenoyl)-glycero-3-phospho-(1'-sn-glycerol)